3-(5-(aminomethyl)-7-(4-(trifluoromethoxy)phenyl)-2,3-dihydrobenzofuran-4-yl)-3-hydroxypropanenitrile 2,2,2-trifluoroacetate FC(C(=O)O)(F)F.NCC=1C=C(C2=C(CCO2)C1C(CC#N)O)C1=CC=C(C=C1)OC(F)(F)F